N1-(3-(3-(4-(1-aminocyclobutyl)phenyl)-2-(2-aminopyridin-3-yl)-3H-imidazo[4,5-b]pyridin-5-yl)phenethyl)-2-((2-(2,6-dioxopiperidin-3-yl)-1,3-dioxoisoindolin-4-yl)amino)acetamide NC1(CCC1)C1=CC=C(C=C1)N1C(=NC=2C1=NC(=CC2)C=2C=C(CCNC(CNC1=C3C(N(C(C3=CC=C1)=O)C1C(NC(CC1)=O)=O)=O)=O)C=CC2)C=2C(=NC=CC2)N